(1R,4S)-4-[(propylsulfonylamino)carbonyl]cyclopent-2-en C(CC)S(=O)(=O)NC(=O)[C@@H]1C=CCC1